BrC1=C2CN(CC2=C(C(=C1OCCCOC=1C=C2CN(CC2=CC1OC)C(C[C@@H](C(=O)O)C)=O)OC)C)C(C[C@H](C)C(=O)O)=O (S)-4-(5-(3-((4-bromo-2-((S)-3-carboxybutanoyl)-6-methoxy-7-methylisoindolin-5-yl)oxy)propoxy)-6-methoxyisoindolin-2-yl)-2-methyl-4-oxobutanoic acid